C(#N)C=1C=CC2=CN(N=C2C1O[C@@H]1C[C@H](NC1)C(=O)OCC)CC1=C2C=CNC2=C(C=C1S(=O)(=O)C)C ethyl (2S,4R)-4-((6-cyano-2-((7-methyl-5-(methylsulfonyl)-1H-indol-4-yl)methyl)-2H-indazol-7-yl)oxy)pyrrolidine-2-carboxylate